O[C@H]([C@H](CO)NC(C1=CC=C(C=C1)C)=O)C1=CC=CC=C1 N-[(1S,2S)-1,3-dihydroxy-1-phenylprop-2-yl]-4-methylbenzamide